FC(S(=O)(=O)N[C@@H]1[C@@H](N(CC12CC2)C(=O)[C@@H]2OCC2)CC=2C(=C(C=CC2)C2=CC(=CC(=C2)F)F)F)F 1,1-difluoro-N-((6S,7S)-5-((R)-oxetane-2-carbonyl)-6-((2,3',5'-trifluoro-[1,1'-biphenyl]-3-yl)methyl)-5-azaspiro[2.4]heptan-7-yl)methanesulfonamide